FC1=CC=C(C=C1)N1N=C(C2=CC=CC=C2C1=O)N1C[C@@H](CCC1)NS(=O)(=O)CC (R)-N-(1-(3-(4-Fluorophenyl)-4-oxo-3,4-dihydrophthalazin-1-yl)piperidin-3-yl)ethanesulfonamide